m-bromoiodobenzene diacetate C(C)(=O)O.C(C)(=O)O.BrC=1C=C(C=CC1)I